FC1=NC=CN=C1C1=C(C=C(C=C1)C(F)(F)F)OCOC 2-fluoro-3-(2-(methoxymethoxy)-4-(trifluoromethyl)phenyl)pyrazine